ClC=1C=C(C(=NC1)N1C(C(N(C(C1)=O)CC1=CC=C(C=C1)C(F)(F)F)C1COC1)=O)C 1-(5-chloro-3-methylpyridin-2-yl)-3-(oxetan-3-yl)-4-(4-(trifluoromethyl)benzyl)piperazine-2,5-dione